tert-butyl 4-(2-(4-(4-(5-fluoro-3-(2-fluoro-4-(2-hydroxypropan-2-yl)benzamido)-2-methylphenyl)-7H-pyrrolo[2,3-d]pyrimidin-6-yl)phenoxy)ethyl)piperazine-1-carboxylate FC=1C=C(C(=C(C1)C=1C2=C(N=CN1)NC(=C2)C2=CC=C(OCCN1CCN(CC1)C(=O)OC(C)(C)C)C=C2)C)NC(C2=C(C=C(C=C2)C(C)(C)O)F)=O